ClC=1C=C(C=CC1F)[C@@H](NC(=O)N1[C@@H](C(NCC1)=O)C)C1=CC(=NC=C1)OCC(F)(F)F |o1:8| (2R)-N-((S or R)-(3-chloro-4-fluorophenyl)(2-(2,2,2-trifluoro-ethoxy)pyridin-4-yl)methyl)-2-methyl-3-oxopiperazine-1-carboxamide